6-bromo-3-methyl-1-((3-methyl-1,2,4-oxadiazol-5-yl)methyl)-1,3-dihydro-2H-imidazo[4,5-b]Pyridin-2-one BrC=1C=C2C(=NC1)N(C(N2CC2=NC(=NO2)C)=O)C